2-chloro-1-(4,4-difluoro-5-methylazepan-1-yl)ethanone ClCC(=O)N1CCC(C(CC1)C)(F)F